4-(((4-(2-(2-aminopyridin-3-yl)-5-phenyl-3H-imidazo[4,5-b]pyridin-3-yl)benzyl)amino)methyl)benzoic acid NC1=NC=CC=C1C1=NC=2C(=NC(=CC2)C2=CC=CC=C2)N1C1=CC=C(CNCC2=CC=C(C(=O)O)C=C2)C=C1